C1(=CC=CC=C1)S(=O)(=O)O[C@H]1CNCC1 (R)-Pyrrolidin-3-yl benzenesulfonate